7-fluoro-1,3,4,6,11,11a-hexahydro-[1,4]oxazino[4,3-b]isoquinoline-9-carboxylic acid methyl ester COC(=O)C1=CC=2CC3N(CC2C(=C1)F)CCOC3